CN1N=CC(=C1)NC1=NC=C(C(=N1)OC=1C=C(C=CC1)NC(C=C)=O)C1=CC=C(C=C1)C(F)(F)F N-(3-((2-((1-methyl-1H-pyrazol-4-yl)amino)-5-(4-(trifluoromethyl)phenyl)pyrimidin-4-yl)oxy)phenyl)acrylamide